benzyl 4-(3-((4-((tert-butoxycarbonyl) amino) piperidin-1-yl) sulfonyl) phenyl)-5,6-dihydropyridine-1(2H)-carboxylate C(C)(C)(C)OC(=O)NC1CCN(CC1)S(=O)(=O)C=1C=C(C=CC1)C1=CCN(CC1)C(=O)OCC1=CC=CC=C1